NCCCOC1=CC(=CC=2C3=CC(=CC=C3NC12)Cl)NC1=CC=CC=C1 1-(3-Aminopropoxy)-6-chloro-N-phenyl-9H-carbazol-3-amine